(2-(pyrrolidin-1-yl)ethyl)carbamic acid 1-hydroxyoct-4-yl ester OCCCC(CCCC)OC(NCCN1CCCC1)=O